N1N=NC=C1C1[C@H]2CN(C[C@@H]12)C1=NN=C(O1)C=1C=NC(=NC1)NCC1=CC(=CC(=C1)Br)Br 5-(5-((1R,5S,6r)-6-(1H-1,2,3-Triazol-5-yl)-3-azabicyclo[3.1.0]hexan-3-yl)-1,3,4-oxadiazol-2-yl)-N-(3,5-dibromobenzyl)pyrimidin-2-amine